C(C1=CC=CC=C1)OC1=NC(=CC=C1C1=CC=C(C2=C1CCO2)Br)OCC2=CC=CC=C2 2,6-bisbenzyloxy-3-(7-bromo-2,3-dihydrobenzofuran-4-yl)pyridine